C(C1CCCO1)OC(C=C)=O acrylic tetrahydrofurfuryl ester